C(CCCCCCCC#N)#N Azelanitril